1-(2-Oxo-1-Phenyl-2-(4-(3-(Trifluoromethyl)Phenyl)Piperidin-1-yl)Ethyl)Pyrrolidine-2,5-Dione O=C(C(C1=CC=CC=C1)N1C(CCC1=O)=O)N1CCC(CC1)C1=CC(=CC=C1)C(F)(F)F